tert-butyl (2-(piperidin-4-yloxy)ethyl)carbamate N1CCC(CC1)OCCNC(OC(C)(C)C)=O